S(N)(=O)(=O)CCC(=O)N[C@H](C(=O)O)CCCCCCCC1=NC=2NCCCC2C=C1 (S)-2-(3-sulfamoyl-propionamido)-9-(5,6,7,8-tetrahydro-1,8-naphthyridin-2-yl)nonanoic acid